3-[2-(dimethylamino) ethyl]-7-methylindol-4-yl acetate C(C)(=O)OC1=C2C(=CNC2=C(C=C1)C)CCN(C)C